phenylyttrium C1(=CC=CC=C1)[Y]